C(C)(C)(C)OC(=O)N1CC2(NC3=NC(=C(C=C3CC2)B(O)O)C([2H])([2H])[2H])CC1 (1-(tert-butyloxycarbonyl)-7'-(methyl-d3)-3',4'-dihydro-1'H-spiro[pyrrolidine-3,2'-[1,8]naphthyridine]-6'-yl)boronic acid